N'-(2,6-difluorophenyl)thiourea FC1=C(C(=CC=C1)F)NC(N)=S